NC1CCN(CC1)C=1N(C(C(=C(N1)C1=CC(=C(C#N)C=C1)F)C=1C=CC2=C(C=CO2)C1)=O)C 4-[2-(4-amino-piperidin-1-yl)-5-benzofuran-5-yl-1-methyl-6-oxo-1,6-dihydro-pyrimidin-4-yl]-2-fluoro-benzonitrile